1-cyclopropyl-N-(2-((1r,4r)-4-formylcyclohexyl)-6-methoxy-2H-indazol-5-yl)-2-oxo-1,2-dihydropyridine-3-carboxamide C1(CC1)N1C(C(=CC=C1)C(=O)NC1=CC2=CN(N=C2C=C1OC)C1CCC(CC1)C=O)=O